(1R,6S)-bicyclo[4.1.0]Heptane [C@@H]12CCCC[C@H]2C1